FC1(CCC(CC1)NCCCCCOC1=NC(=CC=C1S(=O)(=O)[C@@H]1[C@H](CCC1)C(=O)O)C)F |o1:23,24| (1R*,2S*)-2-((2-((5-((4,4-difluorocyclohexyl)amino)pentyl)oxy)-6-methylpyridin-3-yl)sulfonyl)cyclopentane-1-carboxylic acid